((6-((benzyloxy)methoxy)-7-fluoro-8-(4,4,5,5-tetramethyl-1,3,2-dioxaborolan-2-yl)naphthalen-1-yl)ethynyl)triisopropylsilane C(C1=CC=CC=C1)OCOC=1C=C2C=CC=C(C2=C(C1F)B1OC(C(O1)(C)C)(C)C)C#C[Si](C(C)C)(C(C)C)C(C)C